OC1=CC=C2[C@H]([C@H](COC2=C1)C1=CC=CC=C1)C1=CC=C(C=C1)N1CCN(CC1)CC1=C(C=CC=C1)C1C(NC(CC1)=O)=O 3-(2-((4-(4-((3S,4R)-7-hydroxy-3-phenylchroman-4-yl)phenyl)piperazin-1-yl)methyl)phenyl)piperidine-2,6-dione